(3-(((4-((1-(6-(pyridazin-4-yl)-1H-indazol-4-yl)azetidin-3-yl)oxy)butyl)amino)methyl)-5-(trifluoromethyl)phenyl)methanol N1=NC=C(C=C1)C1=CC(=C2C=NNC2=C1)N1CC(C1)OCCCCNCC=1C=C(C=C(C1)C(F)(F)F)CO